4-(((1r,4r)-4-((E)-4-(benzyloxy)but-1-en-1-yl)cyclohexyl)oxy)-1-bromo-2-(trifluoromethyl)benzene C(C1=CC=CC=C1)OCC/C=C/C1CCC(CC1)OC1=CC(=C(C=C1)Br)C(F)(F)F